N1=CN=C(C2=C1NC=C2)N2C1C3(CC2)C(NCC3C(=O)OC(C)(C)C)CC1 tert-butyl 6-(7H-pyrrolo[2,3-d]pyrimidin-4-yl)octahydrocyclopenta[2,1-b:5,1-b']dipyrrole-3(3aH)-carboxylate